Ethyl 8-fluoro-3-hydroxy-2-oxo-1H-quinoline-4-carboxylate FC=1C=CC=C2C(=C(C(NC12)=O)O)C(=O)OCC